ClC1=CC=C(C=C1)COC1=NN=C(S1)NC(=O)C=1C=NC(=CC1C1=C(C=CC=C1)OC)C(C)O N-[5-[(4-chlorophenyl)methoxy]-1,3,4-thiadiazol-2-yl]-6-(1-hydroxyethyl)-4-(2-methoxyphenyl)pyridine-3-carboxamide